ClC=1C=C(C(=NC1)OC)S(=O)(=O)NC1=C(C(=C(C=C1)F)C1=CC2=C(N=C(N=C2)NC)N(C1=O)CC1=CC=C(C=C1)OC)F 5-chloro-N-(2,4-difluoro-3-(8-(4-methoxybenzyl)-2-(methylamino)-7-oxo-7,8-dihydropyrido[2,3-d]pyrimidin-6-yl)phenyl)-2-methoxypyridine-3-sulfonamide